ClC=1C=NC=C(C1[C@@H](C)OC=1C=C2C(=NNC2=CC1)C=1C=C(C(=NC1)N1C[C@@H](CC1)C(C)(C)O)C#N)Cl 5-[5-[(1R)-1-(3,5-dichloro-4-pyridyl)ethoxy]-1H-indazol-3-yl]-2-[(3R)-3-(1-hydroxy-1-methyl-ethyl)pyrrolidin-1-yl]pyridine-3-carbonitrile